2,4-diamino-6-benzyloxy-s-triazine NC1=NC(=NC(=N1)N)OCC1=CC=CC=C1